CN1CCN(CC1)C=1C=C2C(=NC1)NC=C2C=2C=C1C(=NC=NC1=CC2)NC2CCN(CC2)C 6-(5-(4-methylpiperazin-1-yl)-1H-pyrrolo[2,3-b]pyridin-3-yl)-N-(1-methylpiperidin-4-yl)quinazolin-4-amine